N-(2-cyano-7-phenylisoindolin-5-yl)-1-methylpyrrolidine-3-carboxamide C(#N)N1CC2=C(C=C(C=C2C1)NC(=O)C1CN(CC1)C)C1=CC=CC=C1